2-fluoro-N-(3-((4-fluoropiperidin-1-yl)sulfonyl)phenyl)nicotinamide Dibenzo[b,d]furan-4,6-diyl-bis(furan-2-carboxylat) C1=CC=C(C=2OC3=C(C21)C=CC=C3C3=C(OC=C3)C(=O)O)C3=C(OC=C3)C(=O)O.FC3=C(C(=O)NC2=CC(=CC=C2)S(=O)(=O)N2CCC(CC2)F)C=CC=N3